OCCS(=O)(=O)NC1=CC(=C(C(=O)NC2=CC=C3CCN(C3=C2)C(C(C)(C)C)=O)C=C1)N1CCC2(CC2)CC1 4-((2-hydroxyethyl)sulfonamido)-N-(1-pivaloylindolin-6-yl)-2-(6-azaspiro[2.5]octan-6-yl)benzamide